[2-(2-methyl-1,3-dioxolan-2-yl)ethyl]Oxazolidin-2-one CC1(OCCO1)CCN1C(OCC1)=O